rel-(1R,2S,4S)-2-fluoro-4-(3-((2-(methoxymethyl)pyrazolo[1,5-a]pyrazin-4-yl)amino)-1H-pyrazol-5-yl)cyclopentyl isopropylcarbamate C(C)(C)NC(O[C@H]1[C@H](C[C@H](C1)C1=CC(=NN1)NC=1C=2N(C=CN1)N=C(C2)COC)F)=O |o1:6,7,9|